2-[[5-bromo-4-(4-cyclopropyl-naphthalen-1-yl)-4H-1,2,4-triazol-3-yl]thio]acetic acid BrC=1N(C(=NN1)SCC(=O)O)C1=CC=C(C2=CC=CC=C12)C1CC1